2-[4-({N-[(4-methoxyphenyl)methyl]carbamoyl}amino)phenyl]-N-(2-pyridylmethyl)acetamide COC1=CC=C(C=C1)CNC(=O)NC1=CC=C(C=C1)CC(=O)NCC1=NC=CC=C1